CN(CC)[Zr](C1C=CC=C1)(N(C)CC)N(C)CC tris(methylethylamino)(cyclopentadienyl)zirconium